C(C1=CC=CC=C1)OC(=O)C1N(CC(CC1)N)C(=O)OC(C)(C)C O2-benzyl-O1-tert-butyl-5-aminopiperidine-1,2-dicarboxylic acid